3-((2-((3S,4R)-3-fluoro-4-hydroxy-4-methylpiperidin-1-yl)pyrimidin-4-yl)amino)-5-isopropyl-8-((2R,3S)-2-methyl-3-((methanesulfonyl)methyl)azetidin-1-yl)isoquinoline-7-carbonitrile F[C@H]1CN(CC[C@@]1(C)O)C1=NC=CC(=N1)NC=1N=CC2=C(C(=CC(=C2C1)C(C)C)C#N)N1[C@@H]([C@H](C1)CS(=O)(=O)C)C